C(N)(=O)CC=1C(NC(N([C@H]2[C@H](O)[C@H](O)[C@@H](CO)O2)C1)=O)=O 5-Carbamoylmethyluridine